tris((p-nitrophenyloxy)phenyl)ethane [N+](=O)([O-])C1=CC=C(C=C1)OC1=C(C=CC=C1)C(C)(C1=C(C=CC=C1)OC1=CC=C(C=C1)[N+](=O)[O-])C1=C(C=CC=C1)OC1=CC=C(C=C1)[N+](=O)[O-]